N-[(2R)-Butan-2-yl]-6-(3-chloro-4-methylphenyl)-4-oxo-3-(trifluoromethyl)-4,5-dihydropyrazolo-[1,5-a]pyrazine-2-carboxamide C[C@H](CC)NC(=O)C1=NN2C(C(NC(=C2)C2=CC(=C(C=C2)C)Cl)=O)=C1C(F)(F)F